1-(1-methyl-1H-pyrazol-4-yl)cyclopropan-1-amine CN1N=CC(=C1)C1(CC1)N